C(C)OC(CCCCCCN1C(/C(/CC1=O)=C/C1=CC(=CC=C1)Br)=O)=O (E)-7-(3-(3-bromobenzylidene)-2,5-dioxopyrrolidinyl)heptanoic acid ethyl ester